[3-[2-(tert-butoxycarbonyl-methyl-amino)-ethyl]-5-(2-chloro-3-fluoro-phenyl)-2,4-dioxo-3,4-dihydro-2H-pyrimidin-1-yl]-methyl acetate C(C)(=O)OCN1C(N(C(C(=C1)C1=C(C(=CC=C1)F)Cl)=O)CCN(C)C(=O)OC(C)(C)C)=O